N4-(2-propylpentanoyl)-2'-deoxy-2',2'-difluoro-cytidine C(CC)C(C(=O)NC1=NC(N([C@H]2C([C@H](O)[C@@H](CO)O2)(F)F)C=C1)=O)CCC